CSC.C(CCCCCCCCCCCC)N1CN(C=C1)C 1-tridecyl-3-methylimidazole-methylsulfide salt